O=C1N(CCC(N1)=O)C1=C(C=C(C=C1)C=1CCN(CC1)C(=O)OC(C)(C)C)C tert-Butyl 4-(4-(2,4-dioxotetrahydropyrimidin-1(2H)-yl)-3-methylphenyl)-3,6-dihydropyridine-1(2H)-carboxylate